3-(5-((1-(4'-chloro-[1,1'-biphenyl]-2-carbonyl)azetidin-3-yl)oxy)-1-oxoisoindolin-2-yl)piperidine-2,6-dione ClC1=CC=C(C=C1)C=1C(=CC=CC1)C(=O)N1CC(C1)OC=1C=C2CN(C(C2=CC1)=O)C1C(NC(CC1)=O)=O